tert-Butyl 3-(5-cyclobutoxy-7-(thiazol-2-yl)benzo[d]oxazol-2-yl)-3,6-diazabicyclo[3.1.1]heptane-6-carboxylate C1(CCC1)OC=1C=C(C2=C(N=C(O2)N2CC3N(C(C2)C3)C(=O)OC(C)(C)C)C1)C=1SC=CN1